FC=1C(=C(C=O)C=C(C1)C(=O)N1CCN(CC1)C1=CC(=CC=C1)N1CCCCC1)O 3-fluoro-2-hydroxy-5-(4-(3-(piperidin-1-yl)phenyl)piperazine-1-carbonyl)benzaldehyde